N-methyl-4-(trifluoromethyl)benzeneamine CNC1=CC=C(C=C1)C(F)(F)F